phenylethan-1-amine C1(=CC=CC=C1)C(C)N